silacyclopentadiene ruthenium [Ru].[SiH]1=CC=CC1